C(C)(C)(C)OC(=O)OC(=O)OC(C)(C)C.OCC(CO)N(C(OC(C)(C)C)=O)CC1=CC=NN1 tert-Butyl (1,3-dihydroxypropan-2-yl)(1H-pyrazol-5-ylmethyl)carbamate Di-tert-butyl-dicarbonate